2-(3-chloro-4-((3-(4-methoxy-3-(pentyloxy)phenyl)-2-oxotetrahydropyrimidin-1(2H)-yl)methyl)-1H-pyrrolo[2,3-b]pyridin-1-yl)propanoic acid ClC1=CN(C2=NC=CC(=C21)CN2C(N(CCC2)C2=CC(=C(C=C2)OC)OCCCCC)=O)C(C(=O)O)C